4-(propylamino)-3-nitro-benzonitrile C(CC)NC1=C(C=C(C#N)C=C1)[N+](=O)[O-]